N1C=NC(=C1)CCC(C(=O)N)(C(=O)N)CCC=1N=CNC1 bis[2-(1H-imidazole-4-yl)ethyl]malonamide